C(C)OC(C(CC)(CC)NC(=O)C1=NC(=C(C=C1)N1CC(C1)OC)OCC(COCC1=CC=CC=C1)(C)C)=O 2-(6-(3-(benzyloxy)-2,2-dimethylpropoxy)-5-(3-methoxyazetidin-1-yl)pyridinecarboxamido)-2-ethylbutanoic acid ethyl ester